C(C)(C)(C)OC(NC=1C=C2CCC2=CC1)=O tert-butylbicyclo[4.2.0]octa-1,3,5-trien-3-ylcarbamate